tert-Butyl 5,7-difluoro-1,2,3,4-tetrahydronaphthalen-1-yl(methyl)carbamate FC1=C2CCCC(C2=CC(=C1)F)N(C(OC(C)(C)C)=O)C